dodecadecyl-tetradecanol phosphate salt P(=O)(O)(O)O.C(CCCCCCCCC)C(C(C(C(C(C(O)(CCCCCCCCCC)CCCCCCCCCC)(CCCCCCCCCC)CCCCCCCCCC)(CCCCCCCCCC)CCCCCCCCCC)(CCCCCCCCCC)CCCCCCCCCC)(CCCCCCCCCC)CCCCCCCCCC)(CCCCCCCC)CCCCCCCCCC